4-{2-[(2S)-2-(2-isopropylphenyl)pyrrolidin-1-yl]-7-azaspiro[3.5]nonan-7-yl}benzoate C(C)(C)C1=C(C=CC=C1)[C@H]1N(CCC1)C1CC2(C1)CCN(CC2)C2=CC=C(C(=O)[O-])C=C2